COC1=CC=C(C=C1)C(CNC(=O)C12CC3(CC(CC(C1)C3)C2)C2=CC=CC=C2)N2CCOCC2 N-[2-(4-methoxyphenyl)-2-(morpholin-4-yl)ethyl]-3-phenyl-adamantane-1-carboxamide